4-(6-amino-3-pyridinyl)-4-hydroxy-piperidine-1-carboxylic acid tert-butyl ester C(C)(C)(C)OC(=O)N1CCC(CC1)(O)C=1C=NC(=CC1)N